C(#N)C=1N=CN(C1)C1=CC(=NC(=N1)C)N1CCN(CC1)CC1=CC=C(CC=2C=3C4=C(C(N(C4=CC2)C2C(NC(CC2)=O)=O)=O)C=CC3)C=C1 3-(6-(4-((4-(6-(4-cyano-1H-imidazol-1-yl)-2-methylpyrimidin-4-yl)piperazin-1-yl)methyl)benzyl)-2-oxobenzo[cd]indol-1(2H)-yl)piperidine-2,6-dione